2,3-Diisobutyl-2,3-Dimethyl-succinonitrile C(C(C)C)C(C#N)(C(C#N)(C)CC(C)C)C